6-[(2R,4S)-4-fluoro-2-[3-fluoro-5-(methylthio)phenyl]pyrrolidin-1-yl]imidazo[1,2-b]pyridazine-3-carboxylic acid ethyl ester C(C)OC(=O)C1=CN=C2N1N=C(C=C2)N2[C@H](C[C@@H](C2)F)C2=CC(=CC(=C2)SC)F